dipropan-2-yl butanedioate C(CCC(=O)OC(C)C)(=O)OC(C)C